CC=1SC2=C(C3=C(C(N(N=C3)CC=3C=C(C=CC3)NC(OC(C)(C)C)=O)=O)N2C)N1 Tert-butyl (3-((2,4-dimethyl-5-oxo-4,5-dihydro-6H-thiazolo[4',5':4,5]pyrrolo[2,3-d]pyridazin-6-yl)methyl)phenyl)carbamate